BrC=1C=C2C(=NC=NC2=CC1)C1=CC(=C(C=C1)N1CCN(CC1)C(=O)C1CC1)F (4-(4-(6-bromoquinazolin-4-yl)-2-fluorophenyl)piperazin-1-yl)(cyclopropyl)methanone